7-((1,3-dimethyl-1H-pyrazol-5-yl)sulfonyl)-N-(2-methoxyethyl)-N-methyl-7-azaspiro[3.5]nonan-2-amine CN1N=C(C=C1S(=O)(=O)N1CCC2(CC(C2)N(C)CCOC)CC1)C